N-isopropyl-1,2,4-oxadiazole-5-carboxamide C(C)(C)NC(=O)C1=NC=NO1